1-(2-methoxyethyl)pyrrolidin-3-amine hydrochloride Cl.COCCN1CC(CC1)N